2,4-dimethyl-3-ethyl-pyrrolal CC1(N=CC(=C1CC)C)C=O